4,4,5,5-tetramethyl-2-(prop-2-yloxy)-1,3,2-dioxaborolane CC1(OB(OC1(C)C)OC(C)C)C